ClC1=CN=C2C(=N1)N(N=C2I)CC(F)F 6-chloro-1-(2,2-difluoroethyl)-3-iodo-1H-pyrazolo[3,4-b]pyrazine